FC=1C=C2C(=CNC2=CC1)C[C@@H]1NCCC1 (R)-5-fluoro-3-(pyrrolidin-2-ylmethyl)-1H-indole